C(C)OP1(OC(=C(C2=C1C=CC(=C2)OC)[Se]C2=CC=CC=C2)C2=CC=CC=C2)=O 1-Ethoxy-6-methoxy-3-phenyl-4-(phenylselanyl)benzo[c][1,2]oxaphosphinine 1-oxide